S(C)(=O)(=O)O.S(C)(=O)(=O)O.C(C(C)C)N1C(=NC=2C1=NC=CC2)N 3-isobutyl-imidazo[4,5-b]pyridin-2-ylamine dimesylate